FC(C(C(C(C(C(C(C(F)(F)F)(F)F)(F)F)(F)F)(F)F)(F)F)(F)F)(CCCI)F 3-(perfluorooctyl)propyl iodide